C(CC#C)OC(N)=O carbamic acid but-3-ynyl ester